COC=1NC=2C(=NC=C(C2)C=2C=NC=CC2)N1 2-methoxy-6-(pyridin-3-yl)-1H-imidazo[4,5-b]pyridine